N1(CCNCC1)C1=C2C=CC=NC2=C(C=C1)S(=O)(=O)N 5-(piperazin-1-yl)quinolin-8-sulfonamide